ClC=1C(=C(C=2C(=C(SN2)N2CCN(CC2)C(C=C)=O)C1)F)C1=CC(=CC2=CC=CC=C12)O 1-(4-(5-chloro-7-fluoro-6-(3-hydroxy-1-naphthalenyl)-2,1-benzothiazol-3-yl)-1-piperazinyl)-2-propen-1-one